ClC=1C=C(C=C(C1)NS(=O)(=O)C)NC(=O)C=1C=NN(C1)C1=C(C=CC=C1)OC1=NC=CC=N1 N-(3-chloro-5-(methylsulfonamido)phenyl)-1-(2-(pyrimidin-2-yloxy)phenyl)-1H-pyrazole-4-carboxamide